7-methyl-1,3-benzothiazole-5-carboxamide CC1=CC(=CC=2N=CSC21)C(=O)N